methyl 5-cyano-2-(N-methylmethylsulfonamido)benzoate C(#N)C=1C=CC(=C(C(=O)OC)C1)N(S(=O)(=O)C)C